C(C)(C)(C)OC(=O)N[C@H](C)C1=CC=C2C(=N1)NC(=C2)C2=NC1=C(N2C)C=C(C(=C1)C(=O)OC(C)C)F isopropyl (R)-2-(6-(1-((tert-butoxycarbonyl)amino)ethyl)-1H-pyrrolo[2,3-b]pyridin-2-yl)-6-fluoro-1-methyl-1H-benzo[d]imidazole-5-carboxylate